3-(3-ethynylphenyl)pyridine C(#C)C=1C=C(C=CC1)C=1C=NC=CC1